4-((3S,4R)-1-acryloyl-4-fluoropiperidin-3-ylamino)-2-(1-cyclopropyl-1H-pyrazol-4-ylamino)-7H-pyrrolo[2,3-d]pyrimidine-5-carbonitrile C(C=C)(=O)N1C[C@@H]([C@@H](CC1)F)NC=1C2=C(N=C(N1)NC=1C=NN(C1)C1CC1)NC=C2C#N